ClC1=C(C(=CC(=C1)OC)Cl)O 2,6-dichloro-4-methoxyphenol